OC1=C2C3C(C(OC2=CC(=C1C(=O)N1C=CC2=CC=CC=C12)CCCCC)(C)C)CCC(=C3)C (1-hydroxy-6,6,9-trimethyl-3-pentyl-6a,7,8,10a-tetrahydro-6H-benzo[c]chromen-2-yl)(1H-indol-1-yl)methanone